FC(OC1=NC(=CC=C1NC(=O)C1CNC1)C)F N-(2-(difluoromethoxy)-6-methylpyridin-3-yl)azetidine-3-carboxamide